ClC=1C=CC=2N(C(N=C(C2N1)N1C(CC(C(C1)C)OC1=NC=C(C=C1)OC(C)C)C)=O)C (±)-cis-6-chloro-4-(4-((5-isopropoxypyridin-2-yl)oxy)-2,5-dimethylpiperidin-1-yl)-1-methylpyrido[3,2-d]pyrimidin-2(1H)-one